1,4-thiazinane 1,1-dioxide S1(CCNCC1)(=O)=O